4-amino-6-cyclohexyl-2-[(2S,6R)-2-(1-cyclopropylpyrazol-4-yl)-6-methyl-morpholin-4-yl]pyrimidine-5-carbaldehyde NC1=NC(=NC(=C1C=O)C1CCCCC1)N1C[C@@H](O[C@@H](C1)C)C=1C=NN(C1)C1CC1